4-chloro-5-(difluoromethyl)-1-(tetrahydro-2H-pyran-2-yl)-1H-indazole ClC1=C2C=NN(C2=CC=C1C(F)F)C1OCCCC1